(3,4-difluorophenyl)-6-fluoro-quinoline-4-carboxylic acid FC=1C=C(C=CC1F)C1=NC2=CC=C(C=C2C(=C1)C(=O)O)F